CO[Si]1(N(CCC1)CCC[Si](OC)(OC)OC)OC 2,2-dimethoxy-N-trimethoxysilylpropyl-1-aza-2-silacyclopentane